P(O)(O)O.C(CCCCCCCCCCCCCCCCC)[C@@](C(O)(CCCCCCCCCCCCCCCCCC)CCCCCCCCCCCCCCCCCC)(O)[C@@H](O)[C@H](O)[C@H](O)CO tristearyl-sorbitol phosphite